FC1=C(C=C(C=C1)[C@H]1CN2[C@H](CO1)CN(CC2)C(=O)C2=C(C(=CC=C2)OC)Cl)C2=CC=CC=C2 [(3S,9aS)-3-(4-fluoro-3-phenyl-phenyl)-3,4,6,7,9,9a-hexahydro-1H-pyrazino[2,1-c][1,4]oxazin-8-yl]-(2-chloro-3-methoxyphenyl)methanone